(R)-benzyl 5-((tert-butoxycarbonyl)amino)-3,3-dimethyl-2-((phenoxycarbonyl)amino)pentanoate C(C)(C)(C)OC(=O)NCCC([C@H](C(=O)OCC1=CC=CC=C1)NC(=O)OC1=CC=CC=C1)(C)C